P(OC(C1=CC(=CC=C1)CN1C2=NC(=NC(=C2N=C1OC)N)OCCO)(C)C)([O-])=O (dimethyl 3-((6-amino-2-(2-hydroxyethoxy)-8-methoxy-9H-purin-9-yl) methyl) benzyl) phosphonate